ClC=1C(=C(SC1)N)C1=NNC=N1 4-chloro-3-(1H-1,2,4-triazol-3-yl)thiophen-2-amine